COCCN(C(=O)C1=NC=C(N=C1)N1CCN(CC1)C(=O)C1=C(N=C2N1N=CC=C2)C2=CC=CC=C2)C N-(2-methoxyethyl)-N-methyl-5-(4-(2-phenylimidazo[1,2-b]pyridazine-3-carbonyl)piperazin-1-yl)pyrazine-2-carboxamide